D-rhamnose monohydrate O.O=C[C@@H](O)[C@@H](O)[C@H](O)[C@H](O)C